titanium-aluminum-niobium [Nb].[Al].[Ti]